methyl-silanol-mannitol C([C@@H](O)[C@@H](O)[C@H](O)[C@H](O)CO)O.C[SiH2]O